FC(OC=1C=CC(=NC1)N)(F)F 5-(trifluoromethoxy)-pyridin-2-amine